1-(2-chloro-5-(1-(tetrahydro-2H-pyran-4-yl)-1H-pyrazol-4-yl)pyridin-4-yl)-N,N-dimethylpyrrolidin-3-amine ClC1=NC=C(C(=C1)N1CC(CC1)N(C)C)C=1C=NN(C1)C1CCOCC1